6-(5-((3-methoxyphenyl)amino)pyridin-3-yl)benzo[d]oxazol-2(3H)-one COC=1C=C(C=CC1)NC=1C=C(C=NC1)C1=CC2=C(NC(O2)=O)C=C1